BrC=1C=CC(=NC1)C1=NN(C=N1)C1OCCCC1 5-bromo-2-(1-(tetrahydro-2H-pyran-2-yl)-1H-1,2,4-triazol-3-yl)pyridine